(3-oxa-8-azabicyclo[3.2.1]oct-8-yl)(8-((R)-morpholin-3-yl)-6-(7-(trifluoromethyl)-5H-pyrrolo[2,3-b]pyrazin-2-yl)-3,4-dihydroisoquinolin-2(1H)-yl)methanone C12COCC(CC1)N2C(=O)N2CC1=C(C=C(C=C1CC2)C=2N=C1C(=NC2)NC=C1C(F)(F)F)[C@H]1NCCOC1